4-[[(2S)-1,4-dioxan-2-yl]methoxy]-9-(3-fluorophenyl)-1-methyl-6,7-dihydrobenzo[a]quinolizin-2-one O1[C@@H](COCC1)COC=1N2CCC3=C(C2=C(C(C1)=O)C)C=CC(=C3)C3=CC(=CC=C3)F